2'-(4-chlorobutyryl)-2',3'-dihydro-4'H-spiro[cyclohexane-1,1'-isoquinoline] ClCCCC(=O)N1C2(C3=CC=CC=C3CC1)CCCCC2